(S)-5-(2,2-difluorobenzo[d][1,3]dioxole-5-carbonyl)-N-((S)-3-oxo-1-((S)-2-oxopyrrolidin-3-yl)-4-(trifluoromethoxy)butan-2-yl)-5-azaspiro[2.4]heptane-6-carboxamide FC1(OC2=C(O1)C=CC(=C2)C(=O)N2CC1(CC1)C[C@H]2C(=O)N[C@@H](C[C@H]2C(NCC2)=O)C(COC(F)(F)F)=O)F